ClC=1C(=NC(=CC1)N(C)C)[C@@H](CO)NC(CC)=O N-[(1S)-1-[3-chloro-6-(dimethylamino)pyridin-2-yl]-2-hydroxyethyl]propionamide